2-(7-((2S,5R)-2,5-dimethylpiperazin-1-yl)-4-methyl-5-oxo-4,5-dihydrothiazolo[5,4-b]pyridin-2-yl)acetonitrile C[C@@H]1N(C[C@H](NC1)C)C=1C2=C(N(C(C1)=O)C)SC(=N2)CC#N